C(C)(C)(C)OC(N[C@H]1C[C@H](CCC1)C(NC1=NC=C(C(=C1)Br)Cl)=O)=O ((1R,3S)-3-((4-bromo-5-chloropyridin-2-yl)carbamoyl)cyclohexyl)carbamic acid tert-butyl ester